tert-butyl (R)-(1-(((3-(5-cyano-2-(4,4-difluoroazepan-1-yl)-4-methyl-6-(trifluoromethyl)nicotinamido)phenyl)(methyl)(oxo)-λ6-sulfaneylidene)carbamoyl)cyclobutyl)carbamate C(#N)C=1C(=NC(=C(C(=O)NC=2C=C(C=CC2)[S@](=O)(C)=NC(=O)C2(CCC2)NC(OC(C)(C)C)=O)C1C)N1CCC(CCC1)(F)F)C(F)(F)F